FC1=C(CN2N=C(C=CC2=O)C2=NC(=NO2)C=2C=NC=CC2)C=CC=C1 2-(2-fluorobenzyl)-6-(3-(pyridin-3-yl)-1,2,4-oxadiazol-5-yl)pyridazin-3(2H)-one